ethyl (S)-2-(2-((tert-butyldimethylsilyl)oxy)ethylidene)-5-oxotetrahydro-1H-pyrrolizine-7a(5H)-carboxylate [Si](C)(C)(C(C)(C)C)OCC=C1C[C@@]2(CCC(N2C1)=O)C(=O)OCC